CN(C/C=C/C(=O)N1CC2=C([C@@H](C1)C1=C(C(=CC=C1)F)C=1C(=NN(C1)CC)C(F)(F)F)C=CS2)C (S,E)-6-(4-(dimethylamino)but-2-enoyl)-4-(2-(1-ethyl-3-(trifluoromethyl)-1H-pyrazol-4-yl)-3-fluorophenyl)-4,5,6,7-tetrahydrothieno[2,3-c]pyridine